[4-cyano-3-fluoro-2,6-bis(propan-2-yl)phenyl]-3-[[4-(2-hydroxyethyl)-2-(2-hydroxypropan-2-yl)-1,3-thiazol-5-yl]sulfonyl]urea C(#N)C1=C(C(=C(C(=C1)C(C)C)NC(=O)NS(=O)(=O)C1=C(N=C(S1)C(C)(C)O)CCO)C(C)C)F